Tert-butyl (S,Z)-(((tert-butoxycarbonyl)amino)(2-(3-(6-(butyloxy)naphthalen-2-yl)-1,2,4-oxadiazol-5-yl)pyrrolidin-1-yl)methylene)carbamate C(C)(C)(C)OC(=O)N/C(/N1[C@@H](CCC1)C1=NC(=NO1)C1=CC2=CC=C(C=C2C=C1)OCCCC)=N/C(OC(C)(C)C)=O